C(C)(C)(C)OC(=O)N(C1=C2N=CN(C2=NC=N1)CC1=C(C=C(C=C1Br)Cl)N1CC(CC1)(NC(=O)OC(C)(C)C)CCC(=O)OCC)C(=O)OC(C)(C)C ethyl 3-(1-(2-((6-(bis(tert-butoxycarbonyl)amino)-9H-purin-9-yl)methyl)-3-bromo-5-chlorophenyl)-3-((tert-butoxycarbonyl)amino)pyrrolidin-3-yl)propanoate